NC=1C=C(C=C2C=C(N=CC12)NC(=O)[C@H]1[C@@H](C1)C#N)N1C(OC2C1CCC2)=O (±)-trans-N-(8-amino-6-(2-oxotetrahydro-2H-cyclopenta[d]oxazol-3(3aH)-yl)isoquinolin-3-yl)-2-cyanocyclopropane-1-carboxamide